chloro-1,4-benzoquinone ClC=1C(C=CC(C1)=O)=O